C(C1=CC=CC=C1)OC(=O)N[C@H]1C[C@@H](N(CC1)C(=O)OC(C)(C)C)C tert-butyl (2S,4R)-4-(benzyloxycarbonylamino)-2-methyl-piperidine-1-carboxylate